C1(CCC1)N1N=CC(=C1)C1=C(C(=O)O)C=C(C=C1F)NC(=O)C1(CC1)C1=NC=C(C=C1)F 2-(1-Cyclobutyl-1H-pyrazol-4-yl)-3-fluoro-5-({[1-(5-fluoropyridin-2-yl)cyclopropyl]carbonyl}amino)benzoic acid